2-tetrafluoroethylisobutyl ether FC(C(F)(F)F)C(COCC(C)(C)C(C(F)(F)F)F)(C)C